FC1(CCN(CC1)C(=O)C=1C=C2C=CN=C(C2=CC1)C=1C=C2CN(C(C2=CC1)=O)C)F 5-[6-(4,4-difluoropiperidine-1-carbonyl)-1-isoquinolyl]-2-methyl-isoindolin-1-one